tricyclo[3.3.1.13,7]dec-1-yl-methanone C12(CC3CC(CC(C1)C3)C2)C=O